COC1=CC=C(C=C1)CCC(=O)N1CC(N(CC1)CC1=C(C=CC=C1)[N+](=O)[O-])=O 4-(3-(4-methoxyphenyl)propionyl)-1-(2-nitrobenzyl)piperazin-2-one